2-(4(S)-phenyloxazolidin-2-one-3-yl)acetyl chloride C1(=CC=CC=C1)[C@@H]1N(C(OC1)=O)CC(=O)Cl